3-amino-1-(pyridin-2-yl)propan-1-ol NCCC(O)C1=NC=CC=C1